BrC=1C(=NC=CC1)C1=CC=CC=C1 bromophenyl-pyridine